BrC=1C(=NC=C(C1)Cl)C(=O)OC(C)(C)C tert-Butyl 3-bromo-5-chloropicolinate